4-[N-(2,2-difluoroethyl)-3-fluoro-5-[2-[1-(trifluoromethyl)cyclopropyl]ethynyl]anilino]-5,6-difluoro-1-(trideuteriomethyl)quinazolin-2-one FC(CN(C1=CC(=CC(=C1)C#CC1(CC1)C(F)(F)F)F)C1=NC(N(C2=CC=C(C(=C12)F)F)C([2H])([2H])[2H])=O)F